O1COC2=C1C=CC(=C2)NC(C2=C(C=CC=C2)NS(=O)(=O)C2=CC(=CC=C2)C(F)(F)F)=O N-(benzo[d][1,3]dioxol-5-yl)-2-((3-(trifluoromethyl)phenyl)sulfonamido)benzamide